2-(2-bromo-6-((4-methoxybenzyl)oxy)phenyl)-1,3-dioxolane BrC1=C(C(=CC=C1)OCC1=CC=C(C=C1)OC)C1OCCO1